azo-bis(2-methylbutanenitrile) N(=NC(C#N)(CC)C)C(C#N)(CC)C